triethyl-pentyl-phosphonium bromide [Br-].C(C)[P+](CCCCC)(CC)CC